N4-{2-[4-(1-methoxyethyl)-4-methylpiperidin-1-yl]Phenyl}-N1,N1-dimethylbenzene-1,4-disulfonamide COC(C)C1(CCN(CC1)C1=C(C=CC=C1)NS(=O)(=O)C1=CC=C(C=C1)S(=O)(=O)N(C)C)C